3-hydroxy-4-nitroso-2,7-naphthalenedisulfonic acid disodium salt [Na+].[Na+].OC=1C(=CC2=CC(=CC=C2C1N=O)S(=O)(=O)[O-])S(=O)(=O)[O-]